ClC1=CC2=C(CCO2)C=C1NC1=NC=C2N(C(N(C2=N1)[C@@H]1CC[C@@H](CC1)OC)=O)C 2-((6-chloro-2,3-dihydrobenzofuran-5-yl)amino)-9-(cis-4-methoxycyclohexyl)-7-methyl-7,9-dihydro-8H-purin-8-one